2-(4-methylphenoxy) methyl-ethylene oxide CC1=CC=C(OC2C(C)O2)C=C1